O-propargyl-hydroxylamine hydrochloride Cl.C(C#C)ON